ClCC(=O)N1CC(CCCC1)O 2-chloro-1-(3-hydroxyazepan-1-yl)ethanone